C(C)(C)(C)P(C1=C(C(=C(C(=C1C1=C(C=C(C=C1C(C)C)C(C)C)C(C)C)C)C)C)C)C(C)(C)C ditert-butyl-[2,3,4,5-tetramethyl-6-(2,4,6-triisopropylphenyl)phenyl]phosphane